6-chloro-3-fluoro-2-(4-{[(3R)-1-methylpiperidin-3-yl]amino}pyrido[3,4-d]pyridazin-1-yl)phenol formate C(=O)OC1=C(C(=CC=C1Cl)F)C1=C2C(=C(N=N1)N[C@H]1CN(CCC1)C)C=NC=C2